1-(3-ethoxy-4-(((6-(piperidin-4-yl)pyridin-2-yl)oxy)methyl)phenyl)ethan-1-one C(C)OC=1C=C(C=CC1COC1=NC(=CC=C1)C1CCNCC1)C(C)=O